NC=1C=2N(C=CN1)C(=NC2C2=CC=C(C(=O)NC1=NC=CC=C1)C=C2)[C@H]2N(CCC2)CCOCCNC2=C1CN(C(C1=CC=C2)=O)C2C(NC(CC2)=O)=O 4-(8-amino-3-((2S)-1-(2-(2-((2-(2,6-dioxopiperidin-3-yl)-1-oxoisoindoline-4-yl)amino)ethoxy)ethyl)pyrrolidin-2-yl)imidazo[1,5-a]pyrazin-1-yl)-N-(pyridin-2-yl)benzamide